2-AMINO-4-METHYL-5-THIAZOLECARBOXALDEHYDE NC=1SC(=C(N1)C)C=O